FC(C1=CC=C(C=C1)C#CC1N(CCCC1)C=CC=O)(F)F 3-((4-(trifluoromethyl)phenyl)ethynyl-piperidin-1-yl)prop-2-en-1-one